N1(CCCC1)C(=O)OC1CN(C1)C1=CC(=C(C(=C1)F)C1C(NC(CC1)=O)=O)F 1-(4-(2,6-dioxopiperidin-3-yl)-3,5-difluorophenyl)azetidin-3-yl pyrrolidine-1-carboxylate